C(C1=CC=CC=C1)(C1=CC=CC=C1)=NC=1C=C(C=C2C=C(N=CC12)NC(=O)[C@H]1[C@H](C1)F)C=1C(=NC(=NC1)C(=O)NC)C |r| (±)-5-[8-(benzhydrylideneamino)-3-[(cis-2-fluorocyclopropanecarbonyl)amino]-6-isoquinolyl]-N,4-dimethyl-pyrimidine-2-carboxamide